5-((2,6-diethyl-3,4-dihydroquinolin-1(2H)-yl)sulfonyl)-2-(2-(methylsulfanyl)ethoxy)benzyl alcohol C(C)C1N(C2=CC=C(C=C2CC1)CC)S(=O)(=O)C=1C=CC(=C(CO)C1)OCCSC